4-(((3R,4R)-3-(4-(1H-pyrazol-1-yl)phenyl)-1-(2,2-difluoroethyl)piperidin-4-yl)oxy)-5,7-dimethyl-1H-indole N1(N=CC=C1)C1=CC=C(C=C1)[C@@H]1CN(CC[C@H]1OC1=C2C=CNC2=C(C=C1C)C)CC(F)F